[1-(5-bromopyridin-3-yl)-2,2,2-trifluoroethoxy](methylsulfanyl)methanethione BrC=1C=C(C=NC1)C(C(F)(F)F)OC(=S)SC